Ethyl (S)-3-(3-(Benzo[d][1,3]dioxol-5-yl)phenyl)-3-(3-(4-hydroxy-1-methyl-2-oxo-1,2-dihydropyridin-3-yl)ureido)propanoat O1COC2=C1C=CC(=C2)C=2C=C(C=CC2)[C@H](CC(=O)OCC)NC(=O)NC=2C(N(C=CC2O)C)=O